COC=1C=C(C=CC1OC)C=1NC2=CC=C(C=C2C1CC(F)(F)F)C1CCN(CC1)CC(=O)NCCN(C)C 2-(4-(2-(3,4-dimethoxyphenyl)-3-(2,2,2-trifluoroethyl)-1H-indol-5-yl)piperidin-1-yl)-N-(2-(dimethylamino)ethyl)acetamide